rac-N-[(4-butyl-2,5-dioxoimidazolidin-4-yl)methyl]-2-(4-fluorophenyl)-2H-1,2,3-triazole-4-carboxamide C(CCC)[C@@]1(NC(NC1=O)=O)CNC(=O)C1=NN(N=C1)C1=CC=C(C=C1)F |r|